FC1=C2C=C(C(NC2=CC=C1F)=O)C(=O)OCC ethyl 5,6-difluoro-2-oxo-1,2-dihydroquinoline-3-carboxylate